COC1=CC=C(C=C1)C(NC(=O)C1=CC2=C(N=C(S2)C)C=C1)C1=CC=NC=C1 N-[(4-Methoxyphenyl)(4-pyridinyl)methyl]-2-methyl-1,3-benzothiazole-6-carboxamide